2-(4-(4-amino-1-isopropyl-1H-pyrazolo[3,4-d]pyrimidin-3-yl)-2-fluorophenyl)-N-(3-((1-methylazetidin-3-yl)methoxy)-5-(trifluoromethyl)phenyl)acetamide NC1=C2C(=NC=N1)N(N=C2C2=CC(=C(C=C2)CC(=O)NC2=CC(=CC(=C2)C(F)(F)F)OCC2CN(C2)C)F)C(C)C